CC1=C(C(=CC(=C1)CSCCCCCCCC)CSCCCCCCCC)O 2-methyl-4,6-di[(octylthio)methyl]phenol